4'-Cyclopropyl-5-ethynyl-6'-methoxy-N-(4-(1-methyl-4-(trifluoromethyl)-1H-imidazol-2-yl)benzyl)-[2,5'-bipyrimidin]-4-amine C1(CC1)C1=NC=NC(=C1C1=NC=C(C(=N1)NCC1=CC=C(C=C1)C=1N(C=C(N1)C(F)(F)F)C)C#C)OC